C(C1=CC=CC=C1)NC1=NC(=NN2C=CC=C12)N1C(=C(C2=CC=CC=C12)CC(=O)N)C [1-(7-benzylamino-3a,4,6-triaza-5-indenyl)-2-methyl-3-indolyl]acetamide